3,4-dimethylpyrrole-2-carboxylic acid ethyl ester C(C)OC(=O)C=1NC=C(C1C)C